ClC=1C=C(C=C(C1)Cl)C=1C=CC=C2C(=C(C=NC12)NC(=O)[C@H]1CCOC2=CC=CC=C12)N(C)OC (4S)-N-[8-(3,5-dichlorophenyl)-4-[methoxy(methyl)amino]-3-quinolinyl]chroman-4-carboxamide